tert-Butyl ((2S)-1-((1-amino-3-(6-methyl-2-oxo-1,2-dihydroquinolin-3-yl)-1-oxopropan-2-yl)amino)-1-oxo-3-phenylpropan-2-yl)carbamate NC(C(CC=1C(NC2=CC=C(C=C2C1)C)=O)NC([C@H](CC1=CC=CC=C1)NC(OC(C)(C)C)=O)=O)=O